C(CCCCC)NC(OC1=CC(=CC=C1)C=1C=NC=C(C1)C=1OC=NN1)=O 3-(5-(1,3,4-oxadiazol-2-yl)pyridin-3-yl)phenyl hexylcarbamate